2-(4-(tert-butyl)piperidin-1-yl)-4-methyl-6-oxo-1,6-dihydropyrimidine-5-carboxylic acid ethyl ester C(C)OC(=O)C1=C(N=C(NC1=O)N1CCC(CC1)C(C)(C)C)C